C1(CC1)CN([C@@H]1CC[C@H](CC1)N(C1=CC(N(C=2C=CC(=NC12)C#N)C)=O)C)C1=C(C=C(C=C1)F)C trans-8-((4-((cyclopropylmethyl)(4-fluoro-2-methylphenyl)amino)cyclohexyl)(methyl)amino)-5-methyl-6-oxo-5,6-dihydro-1,5-naphthyridine-2-carbonitrile